P(O)(=O)(OP(=O)(O)OP(=O)(O)O)OC[C@@]1([C@H]([C@H]([C@@H](O1)N1C=NC=2C(=O)NC(N)=NC12)O)O)C#C 4'-ethynylguanosine triphosphate